C(CCCCCCCCCCCC=CCCCCCCCC)(=O)OCCCCCCCCCCCCCCCCCCCCCCCCCCCCCCCCCCCCCCCCO 40-hydroxytetracontyl docos-13-enoate